2-cyclopropyl-7-((difluoroethyl)amino)-4-(4-(difluoromethoxy)phenyl)-6-(2-methyl-2H-indazol-5-yl)thieno[3,2-b]pyridin-5(4H)-one C1(CC1)C1=CC=2N(C(C(=C(C2S1)NCC(F)F)C1=CC2=CN(N=C2C=C1)C)=O)C1=CC=C(C=C1)OC(F)F